3-chloro-N-(1-(3,4-dichlorophenyl)-2-(dimethylamino)ethyl)benzenesulfonamide ClC=1C=C(C=CC1)S(=O)(=O)NC(CN(C)C)C1=CC(=C(C=C1)Cl)Cl